4,7-methano-1H-isoindole-1,3,8(2H)-trione C1(NC(C=2C3=CC=C(C12)C3=O)=O)=O